C1(=C(C=CC=C1)C1=CC=CC=2N=C(NC21)S(=O)(=O)O)C2=CC=CC=1N=C(NC12)S(=O)(=O)O phenylene-bisbenzimidazolesulfonic acid